benzene-1,3,5-triyltricarboxylate C1(=CC(=CC(=C1)C(=O)[O-])C(=O)[O-])C(=O)[O-]